tert-butyl 10-[[4-(dimethylcarbamoyl)-1-oxo-3H-isoindol-2-yl]methyl]-7-azaspiro[4.5]decane-7-carboxylate CN(C(=O)C1=C2CN(C(C2=CC=C1)=O)CC1CCN(CC12CCCC2)C(=O)OC(C)(C)C)C